FC(C(OC(C(OC(C(F)(F)F)(O)F)(F)F)(C(F)(F)F)F)(F)F)(F)F perfluoro-3,6-dioxa-4-methyl-7-octanol